fluoro-2'-deoxycytidine F[C@@]1(C[C@H](O)[C@@H](CO)O1)N1C(=O)N=C(N)C=C1